(1-(cyclopropylsulfonyl)-1H-pyrazol-4-yl)-N-(4-(3-fluoropiperidin-1-yl)-5-((1-methyl-1H-pyrazol-4-yl)ethynyl)pyridin-2-yl)pyrimidin-4-amine C1(CC1)S(=O)(=O)N1N=CC(=C1)C1=NC=CC(=N1)NC1=NC=C(C(=C1)N1CC(CCC1)F)C#CC=1C=NN(C1)C